3-[3-(pyrrolidin-1-ylsulfonyl)-phenyl]-3-[4-(7H-pyrrolo[2,3-d]-pyrimidin-4-yl)-1H-pyrazol-1-yl]propanenitrile N1(CCCC1)S(=O)(=O)C=1C=C(C=CC1)C(CC#N)N1N=CC(=C1)C=1C2=C(N=CN1)NC=C2